(4-(N,N-Dimethylamino)phenyl)di-tert-butyl-phosphine CN(C)C1=CC=C(C=C1)P(C(C)(C)C)C(C)(C)C